C(CCC(C)C)(=O)OCCCCC n-pentyl isohexanoate